CN(CCOC1=C(C=C(C=C1)N1N=C(C(=C1)C=1C=C2CCNC(C2=CC1)=O)[N+](=O)[O-])NC(C=C)=O)C N-(2-(2-(dimethylamino)ethoxy)-5-(3-nitro-4-(1-oxo-1,2,3,4-tetrahydroisoquinolin-6-yl)-1H-pyrazol-1-yl)phenyl)acrylamide